FC1=CC=C2C(=CNC2=C1)C(CC#N)=O 3-(6-fluoro-1H-indol-3-yl)-3-oxopropionitrile